C1(CCCC1)N1C(C=CC2=C1N=C(N=C2)NC2=NC=C(C=C2)N(C)CCCN2C=NC=C2)=O 8-Cyclopentyl-2-{5-[(3-imidazol-1-yl-propyl)-methyl-amino]-pyridin-2-ylamino}-8H-pyrido[2,3-d]pyrimidin-7-one